N-(5-((1s,3s)-3-(2-(isopropylamino)-2-oxoethyl)-3-methylcyclobutyl)-1H-pyrazol-3-yl)-3-(methoxymethyl)-1-methyl-1H-pyrazole-5-carboxamide C(C)(C)NC(CC1(CC(C1)C1=CC(=NN1)NC(=O)C1=CC(=NN1C)COC)C)=O